N1(N=CC=C1)C1=CC=C(C=C1)C1=CC(=NN1)NC1=CC(=C(C=C1C)O)F 4-((5-(4-(1H-pyrazol-1-yl)phenyl)-1H-pyrazol-3-yl)amino)-2-fluoro-5-methylphenol